FC(C1[C@H]2C(N[C@@H]([C@@H]12)COC1=NC=CC2=CC(=C(C=C12)OC)C(=O)N)=O)F 1-{[(1r,2s,5s)-6-(difluoromethyl)-4-oxo-3-azabicyclo[3.1.0]hex-2-yl]methoxy}-7-methoxyisoquinoline-6-carboxamide